COC=1C=C(C=C(C1)OC)N(CCNC(C)C)C=1C=C2N=C(C=NC2=CC1)C=1C=NN(C1CN(C)C)C N'-(3,5-Dimethoxyphenyl)-N'-[3-[5-[(dimethylamino)methyl]-1-methylpyrazol-4-yl]quinoxalin-6-yl]-N-propan-2-ylethane-1,2-diamine